(2S,4R)-1-(2-(3-acetyl-5-(2-methylpyrimidin-5-yl)-1H-indazol-1-yl)acetyl)-N-(6-bromopyridin-2-yl)-4-fluoro-4-(methoxymethyl)pyrrolidine-2-carboxamide C(C)(=O)C1=NN(C2=CC=C(C=C12)C=1C=NC(=NC1)C)CC(=O)N1[C@@H](C[C@@](C1)(COC)F)C(=O)NC1=NC(=CC=C1)Br